ClC1=CC=C(C=N1)C=1NC(NN1)=S 5-(6-chloropyridin-3-yl)-2,4-dihydro-3H-1,2,4-triazole-3-thione